2-(2,5-dimethylpyrrol-1-yl)-3-methyl-6-[1-(3-pyridyl)ethyl]benzimidazole-4-carbonitrile CC=1N(C(=CC1)C)C=1N(C2=C(N1)C=C(C=C2C#N)C(C)C=2C=NC=CC2)C